BrC=1C=CC(=C(C1)C1=NN2C(=NC=3C=CC=CC3C2=N1)N[C@H]1C(NCCCC1)=O)OC(F)(F)F (3R)-3-({2-[5-bromo-2-(trifluoromethoxy)phenyl][1,2,4]triazolo[1,5-c]quinazolin-5-yl}amino)azepan-2-one